FC=1C=C(C=CC1OC)C(CC(=O)OC(C)(C)C)C=1OC=C(N1)\C=C\CC1(OCCO1)C Tert-butyl (E)-3-(3-fluoro-4-methoxyphenyl)-3-(4-(3-(2-methyl-1,3-dioxolan-2-yl)prop-1-en-1-yl)oxazol-2-yl)propanoate